tert-Butyl (2-((2-chloro-5-fluoropyrimidin-4-yl)amino)ethyl)carbamate ClC1=NC=C(C(=N1)NCCNC(OC(C)(C)C)=O)F